2-bromo-1-chloro-5-methoxy-3-(methoxymethoxy)benzene BrC1=C(C=C(C=C1OCOC)OC)Cl